N-(4-((2-amino-3-chloropyridin-4-yl)oxy)-3-fluorophenyl)-1-(pyrimidine-4-yl)-5-(trifluoromethyl)-1H-pyrazole-4-carboxamide NC1=NC=CC(=C1Cl)OC1=C(C=C(C=C1)NC(=O)C=1C=NN(C1C(F)(F)F)C1=NC=NC=C1)F